((4-bromo-2-fluorophenyl)amino)-2-(2-hydroxyethoxy)-5,7-dimethyl-3,4-dihydro-2,7-naphthyridine-1,6(2H,7H)-dione BrC1=CC(=C(C=C1)NC1N(C(C2=CN(C(C(=C2C1)C)=O)C)=O)OCCO)F